N-((5-cyano-6-(trifluoromethyl)pyridin-2-yl)(3-fluoro-4-(trifluoromethoxy)phenyl)methylene)-2-methylpropan-2-sulfinamide C(#N)C=1C=CC(=NC1C(F)(F)F)C(=NS(=O)C(C)(C)C)C1=CC(=C(C=C1)OC(F)(F)F)F